2-bromo-4-(trifluoromethyl)-1-((2-(trimethylsilyl)ethoxy)methyl)-1H-imidazole BrC=1N(C=C(N1)C(F)(F)F)COCC[Si](C)(C)C